2-{3-[(1-methylpiperidin-4-yl)amino]-1,2,4-triazin-6-yl}-5-(1H-pyrazol-4-yl)phenol CN1CCC(CC1)NC=1N=NC(=CN1)C1=C(C=C(C=C1)C=1C=NNC1)O